3-Methacryl-oxypropyl-methyldimethoxysilane C(=O)(C(=C)C)OCCC[Si](OC)(OC)C